The molecule is the benzenesulfonate salt of mesoridazine prepared using equimolar amounts of mesoridazine and benzenesulfonic acid. It has a role as a dopaminergic antagonist and a first generation antipsychotic. It contains a mesoridazine. CN1CCCCC1CCN2C3=CC=CC=C3SC4=C2C=C(C=C4)S(=O)C.C1=CC=C(C=C1)S(=O)(=O)O